NC=1N=NC=CC1N1CCN(CC1)CC(=O)O 2-(4-(3-aminopyridazin-4-yl)piperazin-1-yl)acetic acid